4-(3-((1R,5S,6r)-3-azabicyclo[3.1.0]hexan-6-yl)-1-cyclopropyl-7-fluoro-4-(1-hydroxyethyl)-1H-pyrazolo[4,3-c]pyridin-6-yl)-5-ethynyl-6-fluoronaphthalen-2-ol 2,2,2-trifluoroacetate FC(C(=O)O)(F)F.[C@H]12CNC[C@@H]2C1C1=NN(C2=C1C(=NC(=C2F)C2=CC(=CC1=CC=C(C(=C21)C#C)F)O)C(C)O)C2CC2